benzyl-(2-(difluoromethyl)-6-fluorophenyl)sulfane C(C1=CC=CC=C1)SC1=C(C=CC=C1F)C(F)F